N-({4-bromo-1H,3H-furo[3,4-c]quinolin-7-yl}methyl)-2-cyclopropyl-N-(4-fluoro-2-methanesulfonylphenyl)pyrimidine-5-carboxamide BrC1=NC=2C=C(C=CC2C2=C1COC2)CN(C(=O)C=2C=NC(=NC2)C2CC2)C2=C(C=C(C=C2)F)S(=O)(=O)C